7-((1H-pyrazolo[3,4-c]pyridin-5-yl)ethynyl)-N-(3-((4-methylpiperazin-1-yl)methyl)-5-(trifluoromethyl)phenyl)isoxazolo[4,5-d]pyrimidin-3-amine N1N=CC=2C1=CN=C(C2)C#CC=2C1=C(N=CN2)C(=NO1)NC1=CC(=CC(=C1)C(F)(F)F)CN1CCN(CC1)C